4-(2-Cyclopropylthiazol-5-yl)pyridin-2-amine C1(CC1)C=1SC(=CN1)C1=CC(=NC=C1)N